ClC1=C(C(=O)NC2CC2)C=C(C=C1)C=1C=NN(C1)C=1N(C=C(C1C(F)(F)F)C(C(F)(F)F)(F)F)C 2-chloro-N-cyclopropyl-5-[1-[1-methyl-4-(1,1,2,2,2-pentafluoroethyl)-3-(trifluoromethyl)pyrrol-2-yl]pyrazol-4-yl]benzamide